CC=1C=CC=2N(N1)C(=C(N2)C2=CC=CC=C2)C(=O)OCC Ethyl 6-methyl-2-phenylimidazo[1,2-b]pyridazine-3-carboxylate